methyl 2-(benzhydrylideneamino)-2-[(3R)-quinuclidin-3-yl]acetate C(C1=CC=CC=C1)(C1=CC=CC=C1)=NC(C(=O)OC)[C@H]1CN2CCC1CC2